CN1C(C(=CC2=C1N=CN=C2N[C@H](C)C2=CC(=CC(=C2)C(F)(F)F)[N+](=O)[O-])O[C@@H]2COCC2)=O 8-methyl-4-(((R)-1-(3-nitro-5-(trifluoromethyl)phenyl)ethyl)amino)-6-(((S)-tetrahydrofuran-3-yl)oxy)pyrido[2,3-d]pyrimidin-7(8H)-one